The molecule is an indole alkaloid that is tabersonine substituted by a hydroxy group at potition 10, a methoxy group at position 11 and an epoxy group across positions 14 and 15. Isolated from Tabernaemontana corymbosa, it exhibits cytotoxicity against human KB cells. It has a role as a metabolite and an antineoplastic agent. It is an alkaloid ester, an aromatic ether, an indole alkaloid, a member of phenols, an epoxide, a methyl ester and an organic heterohexacyclic compound. It derives from a tabersonine. CC[C@]12CC(=C3[C@@]4([C@H]1N(CC4)C[C@H]5[C@@H]2O5)C6=CC(=C(C=C6N3)OC)O)C(=O)OC